ClC1=NC(=CC(=C1C#N)NC1=CC2=C(N(C(N2CC[C@@H](C)O)=O)C)C=C1)C 2-chloro-4-[[3-[(3R)-3-hydroxybutyl]-1-methyl-2-oxo-benzimidazol-5-yl]amino]-6-methyl-pyridine-3-carbonitrile